4-(3-(4-(((2-(4'-chloro-[1,1'-biphenyl]-4-yl)cyclopropyl)amino)methyl)piperidin-1-yl)propyl)-N-hydroxybenzamide TFA salt OC(=O)C(F)(F)F.ClC1=CC=C(C=C1)C1=CC=C(C=C1)C1C(C1)NCC1CCN(CC1)CCCC1=CC=C(C(=O)NO)C=C1